Aminoacetic Acid NCC(=O)O